FC1=C(C(=C(C=C1OC)OC)F)C=1C(N(C2=CC(=NC=C2C1)C=1C=NN(C1)CCN1CCOCC1)C(C)C)=O 3-(2,6-difluoro-3,5-dimethoxyphenyl)-1-isopropyl-7-(1-(2-morpholinoethyl)-1H-pyrazol-4-yl)-1,6-naphthyridin-2(1H)-one